2-(2-bromoethyl)-1,3-dioxolane BrCCC1OCCO1